1-(trifluoromethyl)cyclobutanecarboxylic acid FC(C1(CCC1)C(=O)O)(F)F